BrC1=C2C=NNC2=CC(=C1C=O)Cl 4-Bromo-6-chloro-1H-indazole-5-carbaldehyde